FC1=C(C=CC=C1)OC[C@@H](N)C(=O)O O-(2-fluorophenyl)-D-serine